rac-methyl (1S*,2S*)-2-(2-chloropyridin-4-yl)cyclopropane-1-carboxylate ClC1=NC=CC(=C1)[C@@H]1[C@H](C1)C(=O)OC |r|